N1(CCCC1)C=1C=C(C=NC1)N1N=NC(=C1)CC=1N=C2N(C=C(C=C2)C=O)C1 2-((1-(5-(pyrrolidin-1-yl)pyridin-3-yl)-1H-1,2,3-triazol-4-yl)methyl)imidazo[1,2-a]pyridine-6-formaldehyde